1,2-di(methylamino)cyclohexane CNC1C(CCCC1)NC